C12(CC3CC(CC(C1)C3)C2)N(CCCCCCC(=O)NC2=CC(=CC=C2)NC2C(NC(CC2)=O)=O)C 7-((adamantan-1-yl)(methyl)amino)-N-(3-((2,6-dioxopiperidin-3-yl)amino)phenyl)heptanamide